ethyl 3-cyclopropyl-2-[5-(4-methyl-1,2,5-oxadiazol-3-yl)-4H-1,2,4-triazol-3-yl]prop-2-enoate C1(CC1)C=C(C(=O)OCC)C1=NN=C(N1)C1=NON=C1C